BrC=1C=C(CN2N=C(C=C2C(=O)N[C@H](C(=O)NC)CC2=CC(=CC=C2)Br)C2=C(C=CC=C2)Cl)C=CC1 (S)-1-(3-bromobenzyl)-N-(3-(3-bromophenyl)-1-(methylamino)-1-oxopropan-2-yl)-3-(2-chlorophenyl)-1H-pyrazole-5-carboxamide